2-(4-(4-(1-(5-chloropyrimidin-2-yl)piperidin-4-yl)butoxy)-2,6-difluorophenyl)-1-(3-(hydroxymethyl)-azetidin-1-yl)ethan-1-one ClC=1C=NC(=NC1)N1CCC(CC1)CCCCOC1=CC(=C(C(=C1)F)CC(=O)N1CC(C1)CO)F